N-(5-(6-methoxypyridazin-3-yl)-4-((6-(methylsulfonyl)-[1,3]dioxolo[4,5-c]pyridin-4-yl)amino)pyridin-2-yl)acetamide COC1=CC=C(N=N1)C=1C(=CC(=NC1)NC(C)=O)NC1=NC(=CC2=C1OCO2)S(=O)(=O)C